(3-(3-(((2,2-difluoroethyl)amino)methyl)imidazo[1,2-a]pyridin-6-yl)-1H-pyrrolo[2,3-b]pyridin-5-yl)(2-methyl-5,6-dihydroimidazo[1,2-a]pyrazin-7(8H)-yl)methanone FC(CNCC1=CN=C2N1C=C(C=C2)C2=CNC1=NC=C(C=C12)C(=O)N1CC=2N(CC1)C=C(N2)C)F